[N+](=O)([O-])C1=C(C=C(C=C1)N1CCN(CC1)C(=O)OC(C)(C)C)NC1=NC=NC=C1 tert-butyl 4-[4-nitro-3-(pyrimidin-4-ylamino)phenyl]piperazine-1-carboxylate